N-(4-iodophenyl)-5-nitro-2-furancarboxamide IC1=CC=C(C=C1)NC(=O)C=1OC(=CC1)[N+](=O)[O-]